O=C1N(C(CC1)=O)OC(CCOCCOCCOCCNC(OC(C)(C)C)=O)=O tert-butyl {2-[2-(2-{3-[(2,5-dioxopyrrolidin-1-yl)oxy]-3-oxopropoxy}ethoxy)ethoxy]ethyl}carbamate